OCCN1C=C([C@H]2[C@H](O)[C@H](O)[C@@H](CO)O2)C(NC1=O)=O 1-(2-hydroxyethyl)pseudouridine